NC=1C(=C(C(=NC1)N1[C@H](CN(CC1)C(=O)OC(C)(C)C)CO)Br)C#N tert-butyl (3R)-4-(5-amino-3-bromo-4-cyanopyridin-2-yl)-3-(hydroxymethyl)piperazine-1-carboxylate